ClC=1C=C(C=C2C(=C(C=NC12)C#N)NC=1C=NC(=C(C1)F)F)N[C@H](C=1N=NN(C1)C1CC1)C=1C=NC=C(C1)Cl (S)-8-chloro-6-(((5-chloropyridin-3-yl)(1-cyclopropyl-1H-1,2,3-triazol-4-yl)methyl)amino)-4-((5,6-difluoropyridin-3-yl)amino)quinoline-3-carbonitrile